N-(TERT-BUTYL)-2-(4-FORMYLPHENOXY)ACETAMIDE C(C)(C)(C)NC(COC1=CC=C(C=C1)C=O)=O